6-({5-[(1S,3R)-3-hydroxycyclopentyl]-2-(2-methylpropan-2-yl)pyrazol-3-yl}amino)-2-[(4-methoxyphenyl)methyl]-2,3-dihydro-1H-isoindol-1-one O[C@H]1C[C@H](CC1)C=1C=C(N(N1)C(C)(C)C)NC1=CC=C2CN(C(C2=C1)=O)CC1=CC=C(C=C1)OC